CC=1C(=C(C=CC1NC(=O)NC1=CC(=CC=C1)C(C)SC1=NN=CN1C)S(=O)(=O)N)C dimethyl-4-(3-(3-(1-((4-methyl-4H-1,2,4-triazol-3-yl)thio)ethyl)phenyl)ureido)benzenesulfonamide